ClC=1C2=CN(N=C2C=CC1C1=NNC2=NC(=CN=C21)N2C[C@H]1C([C@H]1C2)(C2=NC(=CC=C2)C)CN)C ((1R,5S,6r)-3-(3-(4-chloro-2-methyl-2H-indazol-5-yl)-1H-pyrazolo[3,4-b]pyrazin-6-yl)-6-(6-methylpyridin-2-yl)-3-azabicyclo[3.1.0]hexan-6-yl)methanamine